(ALLYLTHIO)ACETIC ACID C(C=C)SCC(=O)O